6-methyl-imidazo[1,2-b]pyridazine CC=1C=CC=2N(N1)C=CN2